tert-butyl (3S)-3-[(10S)-4-(2-hydroxyphenyl)-1,5,6,8,12-pentazatricyclo[8.4.0.02,7]tetradeca-2,4,6-triene-12-carbonyl]piperidine-1-carboxylate OC1=C(C=CC=C1)C=1C=C2N3CCN(C[C@@H]3CNC2=NN1)C(=O)[C@@H]1CN(CCC1)C(=O)OC(C)(C)C